((2-isocyanoethoxy)methyl)benzene [N+](#[C-])CCOCC1=CC=CC=C1